FC1=CC=CC=2C=3N(C(=NC12)N)C=C(N3)CC3CCN(CC3)CC3=C(C=CC=C3)OC 7-fluoro-2-((1-(2-methoxybenzyl)-piperidin-4-yl)-methyl)imidazo-[1,2-c]quinazolin-5-amine